ClC=1C=CC(=C(C1)C1=C(C=NN1C[C@@H](C)O)NC(=O)C=1C=NN2C1N=CC=C2)OC N-(5-(5-chloro-2-methoxyphenyl)-1-((R)-2-hydroxypropyl)-1H-pyrazol-4-yl)pyrazolo[1,5-a]pyrimidine-3-carboxamide